nonylene phosphate P1(=O)(OCCCCCCCCCO1)[O-]